FC([C@H]1N(C(OC1)=O)C=1N=C2N(CC(OC3=C2C=CC(=C3)N[C@H](C(=O)N)C)(C)C)C1)F (S)-2-((2-((S)-4-(difluoromethyl)-2-oxooxazolidin-3-yl)-6,6-dimethyl-5,6-dihydrobenzo[f]imidazo[1,2-d][1,4]oxazepin-9-yl)amino)propanamide